ClC1=C(CN2N=C(C3=CC=CC=C23)C(=O)N)C=CC(=C1)Cl 1-(2,4-dichlorobenzyl)-1H-indazole-3-carboxamide